N-(1-(azetidin-1-ylmethyl)cyclopropyl)-5-chloro-1-hydroxy-2,3-dihydro-1H-indene-1-carboxamide N1(CCC1)CC1(CC1)NC(=O)C1(CCC2=CC(=CC=C12)Cl)O